FC1=C(C=CC(=C1)C)[C@H]1C[C@H](C1)OC=1N=CC(=NC1)C1=CC(=NO1)O 5-(5-{[cis-3-(2-fluoro-4-methylphenyl)cyclobutyl]oxy}pyrazin-2-yl)isoxazol-3-ol